1-(((3S)-1-((3-(1H-1,2,4-triazol-1-yl)-1-azetidinyl)sulfonyl)-3-piperidinyl)carbonyl)-N-(4-(trifluoromethyl)benzyl)-D-prolinamide N1(N=CN=C1)C1CN(C1)S(=O)(=O)N1C[C@H](CCC1)C(=O)N1[C@H](CCC1)C(=O)NCC1=CC=C(C=C1)C(F)(F)F